N[C@H]1CN(CC1)C1=C(C=CC=2N(C(=NC21)C(C)C)C)NC(=O)C2=NN(C(C=C2)=O)C2=C(C=CC=C2F)F (R)-N-(4-(3-aminopyrrolidin-1-yl)-2-isopropyl-1-methyl-1H-benzo[d]imidazol-5-yl)-1-(2,6-difluorophenyl)-6-oxo-1,6-dihydropyridazine-3-carboxamide